2-((13-(2,4,6-trifluorophenyl)tridecyl)oxy)ethyl hydrogen ((((R)-1-(6-amino-9H-purin-9-yl)propan-2-yl)oxy)methyl)phosphonate NC1=C2N=CN(C2=NC=N1)C[C@@H](C)OCP(OCCOCCCCCCCCCCCCCC1=C(C=C(C=C1F)F)F)(O)=O